FC=1C=C(C(=NC1)NC1(CC1)C(F)(F)F)B(O)O (5-fluoro-2-((1-(trifluoromethyl)cyclopropyl)amino)pyridin-3-yl)boronic acid